C1(CC1)CN1CC(C(CC1)(O)C=1C=C(C(=O)N)C=CC1)CN(C)C syn-3-[1-(cyclopropylmethyl)-3-[(dimethylamino)methyl]-4-hydroxypiperidin-4-yl]benzamide